8-bromo-2,7-dichloropyrido[4,3-d]pyrimidine BrC1=C(N=CC2=C1N=C(N=C2)Cl)Cl